(3-amino-6-(2',5'-dimethyl-2',3'-dihydro-1'H-spiro[cyclopropane-1,4'-isoquinolin]-7'-yl)pyrazin-2-yl)-N,N-dimethyl-1H-pyrazole-4-sulfonamide NC=1C(=NC(=CN1)C1=CC(=C2C3(CN(CC2=C1)C)CC3)C)N3N=CC(=C3)S(=O)(=O)N(C)C